Cl.Cl.O1C=NC=C1C1=NC=CC(=C1)CN (2-(oxazol-5-yl)pyridin-4-yl)methanamine dihydrochloride